C(CCC)SC=1N=C(C2=C(N1)N(N=N2)C2CC(C1C2OC(O1)(C)C)CO)NC1C(C1)C1=CC(=C(C=C1)F)F 6-[5-(Butylthio)-7-[[2-(3,4-difluorophenyl)cyclopropyl]amino]-3H-1,2,3-triazolo[4,5-d]pyrimidin-3-yl]-tetrahydro-2,2-dimethyl-4H-cyclopenta-1,3-dioxole-4-methanol